2-triisopropylsiloxycarbonyl-5-triethoxysilylnorbornane C(C)(C)[Si](OC(=O)C1C2CC(C(C1)C2)[Si](OCC)(OCC)OCC)(C(C)C)C(C)C